(2S,4R)-4-fluoro-N-[(S)-phenyl[5-(propan-2-yl)pyridin-2-yl]methyl]-1-[2-(quinolin-5-yl)acetyl]pyrrolidine-2-carboxamide F[C@@H]1C[C@H](N(C1)C(CC1=C2C=CC=NC2=CC=C1)=O)C(=O)N[C@H](C1=NC=C(C=C1)C(C)C)C1=CC=CC=C1